N1=C2C(=CC=C1)CCC2=O 5,6-dihydro-cyclopenta[b]pyridin-7-one